N(=C=O)C[C@@H]1O[C@H](CC1)CN=C=O trans-2,5-bis(isocyanatomethyl)tetrahydrofurane